ClC=1C=C(C=C(C1)Cl)N1C([C@@H]2[C@H](C1=O)C=N[C@]2(P(OCC)(=O)OCC)C2=CC=CC=C2)=O |r| diethyl (1RS,3aSR,6aSR)-5-(3,5-dichlorophenyl)-4,6-dioxo-1-phenyl-1,3a,4,5,6,6a-hexahydropyrrolo[3,4-c]pyrrole-1-phosphonate